Vinyl-Chlorosilane C(=C)[SiH2]Cl